4-[1-[4-(4-aminophenoxy)phenyl]-1-phenylethyl]aniline NC1=CC=C(OC2=CC=C(C=C2)C(C)(C2=CC=CC=C2)C2=CC=C(N)C=C2)C=C1